C(C(C(=O)O)O)C(=O)O The molecule is a 2-hydroxydicarboxylic acid that is succinic acid in which one of the hydrogens attached to a carbon is replaced by a hydroxy group. It has a role as a food acidity regulator and a fundamental metabolite. It is a 2-hydroxydicarboxylic acid and a C4-dicarboxylic acid. It derives from a succinic acid. It is a conjugate acid of a malate(2-) and a malate.